OC1=CC(=C(C(=C1C=O)C)C)OC 6-Hydroxy-4-methoxy-2,3-dimethyl-benzaldehyde